IC1=NN(C2=NC=NC(=C21)N)[C@@H]2CC[C@H](CC2)N2CCN(CC2)C 3-iodo-1-((trans)-4-(4-methylpiperazin-1-yl)cyclohexyl)-1H-pyrazolo[3,4-d]pyrimidin-4-amine